(1R,2S)-5'-methoxy-2-{3-[(5-methoxy[2,5'-bipyrimidin]-4-yl)amino]-1H-indazol-6-yl}spiro[cyclopropane-1,3'-indol]-2'(1'H)-one COC=1C=C2[C@]3(C(NC2=CC1)=O)[C@@H](C3)C3=CC=C1C(=NNC1=C3)NC3=NC(=NC=C3OC)C=3C=NC=NC3